C(C)(C)(C)[Si](C)(C)Cl Tertiary butyl-dimethyl-silyl chloride